C(C)(C)C1=C(NC2=CC=C(C=C12)C1CCNCC1)C=1C=CC=2N(C1)C=C(N2)N 6-(3-isopropyl-5-(piperidin-4-yl)-1H-indol-2-yl)imidazo[1,2-a]pyridin-2-amine